ClC=1C=CC(=C(C1)N1CON(CO1)C(C(=O)NC=1C=CC=2N(C1)N=CC2)CC2=CC=CC=C2)N2N=NN=C2 2-(4-(5-chloro-2-(1H-tetrazol-1-yl)phenyl)-2,5-dioxapiperazin-1-yl)-3-phenyl-N-(pyrazolo[1,5-a]pyridin-6-yl)propanamide